OCCSSC (2-hydroxyethyl)methyldisulphide